2,4-dichloro-6-(trifluoromethyl)nicotinic acid ethyl ester C(C)OC(C1=C(N=C(C=C1Cl)C(F)(F)F)Cl)=O